C(C1=CC=CC=C1)(C1=CC=CC=C1)N1[C@H]([C@@H](C1)CS(=O)(=O)C)C (2S,3R)-1-benzhydryl-2-methyl-3-((methylsulfonyl)methyl)azetidine